FC(C(=O)O)(F)F.NCCC(C)(O)C1=CC=C(C=C1)Cl 4-amino-2-(4-chlorophenyl)butan-2-ol trifluoroacetate salt